3-(trifluoromethyl)phenyl-trimethoxysilane pyridinium p-toluenesulfonate CC1=CC=C(C=C1)S(=O)(=O)[O-].[NH+]1=CC=CC=C1.FC(C=1C=C(C=CC1)[Si](OC)(OC)OC)(F)F